(R)-5-((((6-(2-chloro-3-(3-chloro-4-((2-fluoro-3-((((R)-2-hydroxypropyl)amino)methyl)phenyl)amino)pyridin-2-yl)phenyl)-2-methoxypyridin-3-yl)methyl)amino)methyl)pyrrolidin-2-one ClC1=C(C=CC=C1C1=NC=CC(=C1Cl)NC1=C(C(=CC=C1)CNC[C@@H](C)O)F)C1=CC=C(C(=N1)OC)CNC[C@H]1CCC(N1)=O